C(COCCOC)N (3,6-dioxaheptyl)amine